tert-butyl (S)-4-((2-(4-((3-(4-(difluoromethoxy)-2,3-difluorophenyl)imidazo[1,2-a]pyrazin-8-yl)amino)-2-ethylbenzamido)propyl)carbamoyl)piperidine-1-carboxylate FC(OC1=C(C(=C(C=C1)C1=CN=C2N1C=CN=C2NC2=CC(=C(C(=O)N[C@H](CNC(=O)C1CCN(CC1)C(=O)OC(C)(C)C)C)C=C2)CC)F)F)F